BrC=1C(=NC(=CC1)C(C)C)CNCC(F)F N-((3-bromo-6-isopropylpyridine-2-yl)methyl)-2,2-difluoroethane-1-amine